BrC1=C(C=C(OC=2C(=C(C=C(C2F)F)F)F)C=C1)F (4-bromo-3-fluorophenoxy)-1,2,4,5-tetrafluorobenzene